3-(5-{[(4-Carbamimidoylphenyl)methyl]amino}-1-(3-carboxybenzoyl)-1H-pyrazol-3-yl)-1-[2-(morpholin-4-yl)-2-oxoethyl]pyrrolidin C(N)(=N)C1=CC=C(C=C1)CNC1=CC(=NN1C(C1=CC(=CC=C1)C(=O)O)=O)C1CN(CC1)CC(=O)N1CCOCC1